bis(2-ethyldecyl) carbonate C(OCC(CCCCCCCC)CC)(OCC(CCCCCCCC)CC)=O